C(C)C=1N2C=3C=NC4=CC=C(C=C4C3N(C2=NN1)C1=CC=C(C=C1)C(C)(C#C)C)C=1C=NC(=CC1)OC 12-Ethyl-4-(6-methoxypyridin-3-yl)-16-[4-(2-methylbut-3-yn-2-yl)phenyl]-8,11,13,14,16-pentaazatetracyclo[8.6.0.02,7.011,15]Hexadec-1(10),2,4,6,8,12,14-heptaene